fluoro-hexadecyl alcohol acrylate C(C=C)(=O)OCCCCCCCCCCCCCCCCF